(S)-2-amino-3-(4-(5-(4-bromophenyl)-1,2,4-oxadiazol-3-yl)phenyl)propanoic acid N[C@H](C(=O)O)CC1=CC=C(C=C1)C1=NOC(=N1)C1=CC=C(C=C1)Br